N-(5-bromo-2-chloropyridin-4-yl)-2-methoxyethylsulfanamide BrC=1C(=CC(=NC1)Cl)NS(=O)CCOC